C(C)C1=NC=CC(=C1)CN(C1CNCCC1)CC1=CN(C2=CC=CC=C2C1=O)C 3-({[(2-ethylpyridin-4-yl)methyl](piperidin-3-yl)amino}methyl)-1-methyl-1,4-dihydroquinolin-4-one